C(C(C)(C)C)(=O)OC(C(=C)Cl)OC1=CC=CC=C1 2-chloro-1-phenoxyallyl pivalate